3-(4-Aminophenethyl)-2-(1-(4-bromophenyl)-3-(5-fluoropyridin-2-yl)-1H-pyrazol-4-yl)-5-methyl-oxazolidin-4-one NC1=CC=C(CCN2C(OC(C2=O)C)C=2C(=NN(C2)C2=CC=C(C=C2)Br)C2=NC=C(C=C2)F)C=C1